7-Methoxy-3-methyl-8-(1-methyl-1H-pyrazol-4-yl)-1-pyridin-2-yl-1,3-dihydroimidazo[4,5-c]quinolin-2-one COC=1C(=CC=2C3=C(C=NC2C1)N(C(N3C3=NC=CC=C3)=O)C)C=3C=NN(C3)C